chromium (+2) silver (+1) [Ag+].[Cr+2]